C(OC1=CC=NC2=CC=CC=C12)(OCC1=CC=C(C=C1)[N+](=O)[O-])=O quinolin-4-yl (4-nitrobenzyl) carbonate